CC1=CC=C(C=C1)C1=CC=C(C=C1)NC(C[C@H]1C[C@H](N(C1)C=1C2=C(N=C(N1)C)C1=C(O2)C=CC=C1)C(=O)O)=O (2S,4R)-4-(2-((4'-methyl-[1,1'-biphenyl]-4-yl)amino)-2-oxoethyl)-1-(2-methylbenzofuro[3,2-d]pyrimidin-4-yl)pyrrolidine-2-carboxylic acid